18-oxo-nonadecanoic acid O=C(CCCCCCCCCCCCCCCCC(=O)O)C